O=C1N(C=CC(=N1)C=1C=NN(C1)COCC[Si](C)(C)C)CC=1OC=C(N1)C(=O)OC methyl 2-((2-oxo-4-(1-((2-(trimethylsilyl)ethoxy)methyl)-1H-pyrazol-4-yl)pyrimidin-1(2H)-yl)methyl)oxazole-4-carboxylate